3-(4-(4-(6-(2-Hydroxyphenyl)pyridazin-4-yl)phenyl)piperazin-1-yl)propanoic acid OC1=C(C=CC=C1)C1=CC(=CN=N1)C1=CC=C(C=C1)N1CCN(CC1)CCC(=O)O